7-((2-Methyl-1H-imidazol-1-yl)methyl)-9-(1-methyl-3-(trifluoromethyl)-1H-pyrazol-4-yl)-4-((4-methylpyridin-2-yl)methyl)-3,4-dihydrobenzo[f][1,4]oxazepin-5(2H)-one CC=1N(C=CN1)CC=1C=C(C2=C(C(N(CCO2)CC2=NC=CC(=C2)C)=O)C1)C=1C(=NN(C1)C)C(F)(F)F